2-(methylamino)-3-nitrophenol CNC1=C(C=CC=C1[N+](=O)[O-])O